N1C=NC2=C1C=CC(=C2)C=2N=C(NC2C2=NC=CC=C2)C2=CC=C(C(=O)N)C=C2 4-[4-(1,3-benzodiazol-5-yl)-5-(2-pyridyl)-1H-imidazol-2-yl]-benzamide